C[C@@](CCOP(=O)(O)O)(CC(=O)O)O (R)-5-phosphomevalonate